7-((3aS,4R,6R,6aR)-6-(3-(azetidin-1-ylmethyl)phenyl)-2,2-dimethyltetrahydro-4H-cyclopenta[d][1,3]dioxol-4-yl)-2-chloro-5-(1-methyl-1H-pyrazol-3-yl)-7H-pyrrolo[2,3-d]pyrimidin-4-amine N1(CCC1)CC=1C=C(C=CC1)[C@H]1C[C@H]([C@H]2[C@@H]1OC(O2)(C)C)N2C=C(C1=C2N=C(N=C1N)Cl)C1=NN(C=C1)C